C(C)(C)(C)OC(=O)N1C2(CN(CC1(CC2)C)C(C2=CC=CC=C2)(C2=CC=CC=C2)C2=CC=CC=C2)C.C2(CCCC2)NC(C2=CC=C(C(=O)NC1CCCC1)C=C2)=O N,N'-dicyclopentyl-terephthalamide tert-butyl-1,5-dimethyl-3-trityl-3,8-diazabicyclo[3.2.1]octane-8-carboxylate